FC1=CC=C(OC2=CC=C(C=C2)C2=C(NC=3CCCCC3C2=O)C)C=C1 3-(4-(4-fluorophenoxy)phenyl)-2-methyl-5,6,7,8-tetrahydroquinolin-4(1H)-one